CC(C(=O)C1=CC=CC=C1)CC(C#CC1=CC=CC=C1)CC(F)(F)F methyl-1,6-diphenyl-4-(2,2,2-trifluoroethyl)hex-5-yn-1-one